C(CO[C@@H]1[C@H]([C@H]([C@@H]([C@H](O1)CO)O)O)O[C@H]2[C@H]([C@H]([C@@H]([C@H](O2)CO)O)O)O[C@H]3[C@H]([C@H]([C@@H]([C@H](O3)CO)O)O)O)N The molecule is a glycoside that consists of the linear trisaccharide beta-D-Manp-(1->2)-beta-D-Manp-(1->2)-alpha-D-Manp having a 2-aminoethoxy moiety at the reducing-end anomeric centre. It derives from a beta-D-Manp-(1->2)-beta-D-Manp-(1->2)-alpha-D-Manp and an ethanolamine.